BrCC(=O)N1CCC(CC1)(C(=O)N1CCC(CC1)NC1=NC=C(C(=N1)C=1C=C(C=CC1)N1C(C=CC=C1)=O)F)O 1-[3-[2-[[1-[1-(2-bromoacetyl)-4-hydroxy-piperidine-4-carbonyl]-4-piperidyl]amino]-5-fluoro-pyrimidin-4-yl]phenyl]pyridin-2-one